6-(2-cyano-2-methylpropyloxy)-4-(6-fluoropyridin-3-yl)pyrazolo[1,5-a]pyridine-3-carbonitrile C(#N)C(COC=1C=C(C=2N(C1)N=CC2C#N)C=2C=NC(=CC2)F)(C)C